FC1=C(C(=C(C(=C1[B-](C1=C(C(=C(C(=C1F)F)F)F)F)(C1=C(C(=C(C(=C1F)F)F)F)F)C1=C(C(=C(C(=C1F)F)F)F)F)F)F)F)F.C(C1=CC=CC=C1)[Si+](CC1=CC=CC=C1)CC1=CC=CC=C1 tribenzylsilylium tetrakis(pentafluorophenyl)borate